1-(4-bromo-2,5-dimethoxyphenyl)-3-methoxypropan-2-amine BrC1=CC(=C(C=C1OC)CC(COC)N)OC